FC(C(=O)O)(F)F.ClC=1C=C(C=NC1)CN1CC2N(C(C3=C(NC2=O)C=CC(=C3)C3=CC(=CC=C3)C(F)(F)F)=O)CC1 2-((5-chloropyridin-3-yl)methyl)-8-(3-(trifluoromethyl)phenyl)-1,3,4,12a-tetrahydrobenzo[e]pyrazino[1,2-a][1,4]diazepine-6,12(2H,11H)-dione 2,2,2-trifluoroacetate